S1C(=NC2=C1C=CC=C2)NC(=O)C2=CC=NN2C N-(benzo[d]thiazole-2-yl)-1-methyl-1H-pyrazole-5-carboxamide